ClC1=C(CN2C/C(/C(CC2)N=O)=C\C(=O)O)C=CC=C1 (E)-2-(1-(2-chlorobenzyl)-4-(nitroso)piperidin-3-ylidene)acetic acid